O=C1N(CCC(N1)=O)C=1C=CC(=C(C1)S(=O)(=O)F)N1CCNCC1 5-(2,4-dioxotetrahydropyrimidin-1(2H)-yl)-2-(piperazin-1-yl)benzenesulfonyl fluoride